6,7-dichloroquinoline-2,3(1H,4H)-dione ClC=1C=C2CC(C(NC2=CC1Cl)=O)=O